NC=1NC=2NCC(N(C2C(N1)=O)C)CNC1=CC=C(C(=O)NC(C(=O)O)CCC(=O)O)C=C1 2-[[4-[(2-Amino-5-methyl-4-oxo-1,6,7,8-tetrahydropteridin-6-yl)methylamino]benzoyl]amino]pentanedioic acid